CN1C(C2=CC=C(C=C2C=C1)Br)=O 2-methyl-6-bromoisoquinolin-1(2H)-one